C(CCC)N1C(CCC1)=O N-Butyl-2-pyrrolidon